(4r,5s,7r,8r,9s,10r)-4-amino-9-(4-(3,4,5-trifluorophenyl)-1H-1,2,3-triazol-1-yl)-7-(hydroxymethyl)-1,6-dioxaspiro[4.5]decan-8,10-diol N[C@@H]1CCO[C@]12O[C@@H]([C@@H]([C@@H]([C@H]2O)N2N=NC(=C2)C2=CC(=C(C(=C2)F)F)F)O)CO